3'-((S)-3-((S)-2-hydroxy-3-(3-(N-methylsulfamoyl)phenoxy)propylamino)-1-oxa-8-azaspiro[4.5]decan-8-ylsulfonyl)biphenyl-4-sulfonamide O[C@@H](CN[C@@H]1COC2(C1)CCN(CC2)S(=O)(=O)C=2C=C(C=CC2)C2=CC=C(C=C2)S(=O)(=O)N)COC2=CC(=CC=C2)S(NC)(=O)=O